C(C(C(=O)N)CCCCCCCCCCCCCC(C)C)C(C(=O)N)CCCCCCCCCCCCCC(C)C methylenebis-isostearamide